N[C@H]1CS(C2=C(N(C1=O)CC1=CC=C(C=C1)Cl)C=C(C(=C2)F)C2=NOC(=N2)N2CCOC1(CC1)C2)(=O)=O (3R)-3-amino-5-[(4-chlorophenyl)methyl]-8-fluoro-7-[5-(4-oxa-7-azaspiro[2.5]octan-7-yl)-1,2,4-oxadiazol-3-yl]-1,1-dioxo-2,3-dihydro-1lambda6,5-benzothiazepin-4-one